2-(4-fluorobenzoyl)pyridin FC1=CC=C(C(=O)C2=NC=CC=C2)C=C1